ClC1=C(OCC(=O)C=2C(=NN(C2O)C)C(F)(F)F)C=CC(=C1)Cl 2-(2,4-dichlorophenoxy)-1-(5-hydroxy-1-methyl-3-(trifluoromethyl)-1H-pyrazol-4-yl)ethan-1-one